C(C)OC(=O)C=1N=C2N(N=C(C=C2)C=C)C1 6-Vinylimidazo[1,2-b]pyridazine-2-carboxylic acid ethyl ester